dl-m-bromophenyl-ethylene glycol BrC=1C=C(C=CC1)[C@H](CO)O |r|